N-((7-chloro-1H-benzo[d]imidazol-2-yl)methyl)-2-(4,4-difluoropiperidin-1-yl)-8-(1-methyl-1H-pyrazol-4-yl)pyrazolo[1,5-a][1,3,5]triazin-4-amine ClC1=CC=CC2=C1NC(=N2)CNC2=NC(=NC=1N2N=CC1C=1C=NN(C1)C)N1CCC(CC1)(F)F